COC1=CC=C(C=C1)/C=C/C(=O)C=1C(NC2=CC=CC=C2C1C)=O (E)-3-(3-(4-Methoxyphenyl)acryloyl)-4-methylquinolin-2(1H)-one